(R)-oxetan-3-yl(6-(4-(2-(thiazol-2-yloxy)phenyl)piperidin-1-yl)-2-azaspiro[3.4]octan-2-yl)methanone O1CC(C1)C(=O)N1CC2(C1)C[C@@H](CC2)N2CCC(CC2)C2=C(C=CC=C2)OC=2SC=CN2